ethyl 5-bromo-3-(chloromethyl)-1H-pyrazole-4-carboxylate BrC1=C(C(=NN1)CCl)C(=O)OCC